CN1CC=C(C=C1)C1=CC=CC=C1 N-methyl-4-phenyl-Pyridine